FC1(CCN(CC1)C1=NC=CC(=C1)C=1C(=C(C(=O)N)C=CC1S(NCCO)(=O)=O)N1CCC2(CC2)CC1)F (2-(4,4-difluoropiperidin-1-yl)pyridin-4-yl)-4-(N-(2-hydroxyethyl)sulfamoyl)-2-(6-azaspiro[2.5]oct-6-yl)benzamide